5-ethyl-5-methyldecane C(C)C(CCCC)(CCCCC)C